C(C)N1CCC(CC1)NC(=O)C=1SC=C(C1)C=1C=NN(C1)C1=CC=CC=C1 N-(1-ethylpiperidin-4-yl)-4-(1-phenyl-1H-pyrazol-4-yl)thiophene-2-carboxamide